The molecule is a hydroxypolyether that is pentaethylene glycol in which one of the terminal hydrogens is replaced by a dodecyl group. It has a role as a nonionic surfactant. It is a hydroxypolyether, a pentaethylene glycol and a primary alcohol. CCCCCCCCCCCCOCCOCCOCCOCCOCCO